5-(3-Iodophenyl)-1-(4-(Trifluoromethyl)Phenyl)Pyrrolidine-2,3-Dione IC=1C=C(C=CC1)C1CC(C(N1C1=CC=C(C=C1)C(F)(F)F)=O)=O